4-trifluoromethyl-benzonitrile FC(C1=CC=C(C#N)C=C1)(F)F